BrC=1C=C(C=CC1)C1(CC(C1)(C)C)C#N 1-(3-bromophenyl)-3,3-dimethylcyclobutane-1-carbonitrile